N-((4,5-dimethylthiophen-2-yl)methyl)hydroxylamine tert-butyl-6-(4-amino-3-bromo-2-cyano-5-nitrophenyl)-2,6-diazaspiro[3.4]octane-2-carboxylate C(C)(C)(C)OC(=O)N1CC2(C1)CN(CC2)C2=C(C(=C(C(=C2)[N+](=O)[O-])N)Br)C#N.CC=2C=C(SC2C)CNO